6-(7-fluoro-2-(piperidin-4-yl)-2H-indazol-5-yl)-2-methylbenzo[d]thiazole FC1=CC(=CC2=CN(N=C12)C1CCNCC1)C1=CC2=C(N=C(S2)C)C=C1